C(OC[C@H]1O[C@H]([C@@H]([C@@H]1OC(=O)OCC(C)(C)C)OC(=O)OCC(C)(C)C)N1C(NC(C=C1)=O)=O)(OCC(C)(C)C)=O [(2R,3R,4R,5R)-3,4-bis(2,2-dimethylpropoxycarbonyloxy)-5-(2,4-dioxopyrimidin-1-yl)tetrahydrofuran-2-yl]methyl 2,2-dimethylpropyl carbonate